[I-].BrC=1C=C2C(C(=[N+](C2=CC1)C)C)(C)C 5-bromo-1,2,3,3-tetramethyl-3H-indolium iodide